perfluoron-octyl-epoxypropane FC1(C(C(F)(F)F)(O1)F)C(C(C(C(C(C(C(C(F)(F)F)(F)F)(F)F)(F)F)(F)F)(F)F)(F)F)(F)F